5-methylimidazo[1,2-a]pyridin CC1=CC=CC=2N1C=CN2